C(=O)(O)C12CC3(CC(CC(C1)C3)(C2)C)C 1-carboxy-3,5-dimethyladamantane